Methyl 2-((S)-2-((((3-chlorobenzyl)oxy)carbonyl)amino)-3-cyclohexylpropanamido)-3-(5,5-dimethyl-2-oxopyrrolidin-3-yl)propanoate ClC=1C=C(COC(=O)N[C@H](C(=O)NC(C(=O)OC)CC2C(NC(C2)(C)C)=O)CC2CCCCC2)C=CC1